N-(2-carboxyethyl)-N-(3-methylphenyl)-beta-alanine C(=O)(O)CCN(CCC(=O)O)C1=CC(=CC=C1)C